2-((1-((5-hydroxy-4-oxo-4H-pyran-2-yl)methyl)-1H-1,2,3-triazol-4-yl)methoxy)-4-bromobenzaldehyde OC=1C(C=C(OC1)CN1N=NC(=C1)COC1=C(C=O)C=CC(=C1)Br)=O